methylenebis(dimethoxyaniline) C(N(C1=C(C=CC=C1)OC)OC)N(C1=C(C=CC=C1)OC)OC